4-(4-((5-(3-carbamoyl-5-methyl-1H-pyrazol-1-yl)-1H-indol-1-yl)methyl)phenyl)-6,6-dimethyl-5,6-dihydropyridine-1(2H)-carboxylic acid tert-butyl ester C(C)(C)(C)OC(=O)N1CC=C(CC1(C)C)C1=CC=C(C=C1)CN1C=CC2=CC(=CC=C12)N1N=C(C=C1C)C(N)=O